FC1(CCN(CC1)C(=O)C=1C=C2C(=NC1)N(C=C2)C=2C=NC(=NC2)C(=O)N)F 5-(5-(4,4-difluoropiperidine-1-carbonyl)-1H-pyrrolo[2,3-b]pyridin-1-yl)pyrimidine-2-carboxamide